C(C)OC(N(C)C)OCC N,N-dimethyl-formamide diethyl acetal